5-bromo-2-iodo-3-methyl-benzaldehyde BrC=1C=C(C(=C(C=O)C1)I)C